1-thieno-thiophenecarbonyl-lysergic acid diethylamide C(C)N(C(=O)[C@H]1CN(C)[C@@H]2CC3=CN(C4=CC=CC(C2=C1)=C34)C(=O)C3=CC4=C(C=CS4)S3)CC